tert-butyl 4-[[3-amino-4-(trifluoromethoxy)phenyl]sulfonylamino]-4-(4-chlorophenyl)piperidine-1-carboxylate NC=1C=C(C=CC1OC(F)(F)F)S(=O)(=O)NC1(CCN(CC1)C(=O)OC(C)(C)C)C1=CC=C(C=C1)Cl